C(C)OC(\C(\C=C\C(C)=O)=C(\C)/N)=O.ClC=1N=CC2=C(C=CC(=C2C1)C(C)C)N1[C@@H]([C@H](C1)CS(=O)(=O)C)C 3-chloro-8-[(2R,3S)-3-(methylsulfonylmethyl)-2-methylazetidin-1-yl]-5-(propan-2-yl)isoquinoline (2Z,3E)-ethyl-2-(1-aminoethylidene)-5-oxohex-3-enoate